C(CCCCCCCCC)C=1C=CC(=C(C1)CO)OC(F)(F)F (5-decyl-2-(trifluoromethoxy)phenyl)methanol